N-methyl-2-[[4-(4-methyl-7-morpholino-quinazolin-5-yl)oxy-cyclohexyl]amino]pyrimidine-4-carboxamide CNC(=O)C1=NC(=NC=C1)NC1CCC(CC1)OC1=C2C(=NC=NC2=CC(=C1)N1CCOCC1)C